ClC=1C=CC(=C(C1)C1=CC(N(C=C1OC)C(C(=O)NC1=CC2=CN(N=C2C=C1)C)F)=O)N1N=NC(=C1)Cl 2-(4-(5-chloro-2-(4-chloro-1H-1,2,3-triazol-1-yl)phenyl)-5-methoxy-2-oxopyridin-1(2H)-yl)-2-fluoro-N-(2-methyl-2H-indazol-5-yl)acetamide